chlorocarbonyl cyanide ClC(=O)C#N